FC1=C(C=CC(=C1)C1=NN(C=N1)C1=CC=C(C=C1)OC(F)(F)F)NC(=O)\N=C\1/SCC(N1C1=C(C=CC(=C1)C)CC1=CC(=CC=C1)F)=O (Z)-1-(2-fluoro-4-(1-(4-(trifluoromethoxy)phenyl)-1H-1,2,4-triazol-3-yl)phenyl)-3-(3-(2-(3-fluorobenzyl)-5-methylphenyl)-4-oxothiazolidin-2-ylidene)urea